ClC=1C=CC(=NC1)C=1C=C(C=CC1C)NC(=O)[C@H]1C(C1)(F)F (1S)-N-[3-(5-chloropyridin-2-yl)-4-methylphenyl]-2,2-difluorocyclopropane-1-carboxamide